ClC=1C=C(C=C(C1)Cl)C=1OC2=C(N1)C=CC(=C2)C(=O)O[C@@H](CNC)[C@@H](O)[C@H](O)[C@H](O)CO 1-deoxy-1-methylamino-D-glucitol 2-(3,5-dichlorophenyl)-6-benzoxazolecarboxylate